COC1=C(N)C(=CC(=C1)[N+](=O)[O-])C 2-methoxy-6-methyl-4-nitro-aniline